N1C=C(C2=CC=CC=C12)C=1C(NC(C1C1=NC(=NC2=CC=CC=C12)N1CCN(CC1)C)=O)=O 3-(1H-indol-3-yl)-4-[2-(4-methylpiperazin-1-yl)quinazolin-4-yl]pyrrol-2,5-dione